CN(C)CC1=C(C(=NC=C1)N)C 4-((dimethylamino)methyl)-3-methylpyridin-2-amine